(2-morpholinoethyl)-3-(piperidin-1-yl)benzene-1,4-diamine tetra-hydrochloride Cl.Cl.Cl.Cl.O1CCN(CC1)CCC1=C(C=CC(=C1N1CCCCC1)N)N